2-chloro-4-((4-methoxyphenyl)amino)pyrimidine-5-carbonitrile ClC1=NC=C(C(=N1)NC1=CC=C(C=C1)OC)C#N